FC1=C(C(=C(C=C1F)F)F)C=CC(C=CC1=C(C(=CC(=C1F)F)F)F)=O 1,5-bis(2,3,5,6-tetrafluorophenyl)penta-1,4-dien-3-one